1,3,6,8-tetrakis-(4-methoxyphenyl)-2,7-dihydroxypyrene COC1=CC=C(C=C1)C1=C(C(=C2C=CC3=C(C(=C(C4=CC=C1C2=C34)C3=CC=C(C=C3)OC)O)C3=CC=C(C=C3)OC)C3=CC=C(C=C3)OC)O